(S)-2-amino-N-((S)-1-(((R)-5-amino-1-(3-benzyl-1,2,4-oxadiazol-5-yl)pentyl)amino)-3-(4-hydroxy-2,6-dimethylphenyl)-1-oxopropan-2-yl)-5-guanidino-valeramide N[C@H](C(=O)N[C@H](C(=O)N[C@H](CCCCN)C1=NC(=NO1)CC1=CC=CC=C1)CC1=C(C=C(C=C1C)O)C)CCCNC(=N)N